NC1=CC=C2C=3C=CC(=CC3C(C2=C1)(C)C)C=1C=CC=2N(C3=CC=CC=C3C2C1)C1=CC=CC=C1 3-(7-amino-9,9-dimethyl-9H-Fluoren-2-yl)-9-phenyl-9H-carbazole